3,7-dioxa-1,9-nonanediol C(COCCCOCCO)O